4-(3-((1r,3r,5s,7r)-3,5-dimethyladamantan-1-yl)ureido)-N-(10-(hydroxyamino)-10-oxodecyl)benzamide C[C@]12CC3(CC(C[C@@](C1)(C3)C)C2)NC(NC2=CC=C(C(=O)NCCCCCCCCCC(=O)NO)C=C2)=O